Maleimidobutyryloxysulfosuccinimide C1(C=CC(N1CCCC(=O)OC1(C(=O)NC(C1)=O)S(=O)(=O)O)=O)=O